tris(hydroxymethyl)palladium (0) OC[Pd-3](CO)CO